1-(3-(2-(4-(5-(difluoromethyl)-1,3,4-oxadiazol-2-yl)benzyl)-2H-tetrazol-5-yl)phenyl)ethan-1-one FC(C1=NN=C(O1)C1=CC=C(CN2N=C(N=N2)C=2C=C(C=CC2)C(C)=O)C=C1)F